C(C)(C)(C)OC(=O)NC=1C(=CC(=C(C1)C(C(=O)OC)(C(=O)OC)C)[N+](=O)[O-])C(=O)OC dimethyl 2-(5-((tert-butoxycarbonyl)amino)-4-(methoxycarbonyl)-2-nitrophenyl)-2-methylmalonate